(R)-N-(1-(4-Amino-7-bromopyrrolo[2,1-f][1,2,4]triazin-5-yl)piperidin-3-yl)-5-chloro-3-((4-oxocyclohexyl)oxy)thiophene-2-carboxamide NC1=NC=NN2C1=C(C=C2Br)N2C[C@@H](CCC2)NC(=O)C=2SC(=CC2OC2CCC(CC2)=O)Cl